C(N1[C@H](CCC1)C(C1=CNC=2C=CC=C(C12)O)([2H])[2H])([2H])([2H])[2H] (R)-3-((1-(methyl-d3)pyrrolidin-2-yl)methyl-d2)-1H-indol-4-ol